4-(3-(4-Iodo-1H-imidazol-1-yl)propyl)morpholine IC=1N=CN(C1)CCCN1CCOCC1